2,4-dibenzyl-6-(ethyldimethylsilyl)-1,2,4-triazine-3,5(2H,4H)-dione C(C1=CC=CC=C1)N1N=C(C(N(C1=O)CC1=CC=CC=C1)=O)[Si](C)(C)CC